bismuth telluride antimony [Sb].[Bi]=[Te]